C(C=C)(=O)OC(C(C(C(C(C(C(C(F)(F)F)(F)F)(F)F)(F)F)(F)F)(F)F)(F)F)(F)F perfluorooctanol acrylate